C(CCCCCCCC)C=1N(CCN1)CCO 2-(2-nonyl-4,5-dihydro-1H-imidazol-1-yl)ethanol